5-amino-3-tert-butyl-pyrazole-1-carboxylic acid {4-[5-(tetrahydro-furan-2-ylmethoxy)-benzoimidazol-1-yl]-phenyl}-amide O1C(CCC1)COC1=CC2=C(N(C=N2)C2=CC=C(C=C2)NC(=O)N2N=C(C=C2N)C(C)(C)C)C=C1